C1(=CC=CC=C1)CS(=O)(=O)NC1CCC=2C(=CC=CC12)C(=O)N ((phenyl-methyl)sulfonamido)-2,3-dihydro-1H-indene-4-carboxamide